Cl.COC1=CC(=C2C=CN=CC2=C1)NC(C1=CC=C(C=C1)N1CCN(CC1)C)=O N-(7-methoxyisoquinolin-5-yl)-4-(4-methylpiperazin-1-yl)benzamide hydrochloride